Ethyl 2-(4-((4-(4-fluorophenyl)-5-oxo-4,5-dihydro-1H-1,2,4-triazol-1-yl)methyl)-2-methylphenoxy)-2-methylpropionate FC1=CC=C(C=C1)N1C=NN(C1=O)CC1=CC(=C(OC(C(=O)OCC)(C)C)C=C1)C